(S)-2-(3-cyclopropyl-1,7-dimethyl-4-oxo-1,4-dihydro-5H-pyrazolo[3,4-d]pyridazin-5-yl)-N-(1-(4-(trifluoromethoxy)phenyl)ethyl)acetamide C1(CC1)C1=NN(C=2C(=NN(C(C21)=O)CC(=O)N[C@@H](C)C2=CC=C(C=C2)OC(F)(F)F)C)C